tert-Butyl 2-[1-[3,6-dimethyl-2-(1-methylindol-3-yl)-4-oxo-chromen-8-yl]ethylamino]benzoate CC1=C(OC2=C(C=C(C=C2C1=O)C)C(C)NC1=C(C(=O)OC(C)(C)C)C=CC=C1)C1=CN(C2=CC=CC=C12)C